iodine formamidine bromine [Br].C(=N)N.[I]